(3R,4R)-4-(5-bromo-6-methoxy-2H-indazol-2-yl)-1,3-dimethylcyclohexan-1-ol BrC1=CC2=CN(N=C2C=C1OC)[C@H]1[C@@H](CC(CC1)(O)C)C